ClC1=C(C(=CC=2C3=C(C(=NC12)C1C(C1)C(=O)N)CN([C@H]3C)C(CO)=O)OC)Cl 2-((S)-6,7-dichloro-2-(2-hydroxyacetyl)-8-methoxy-1-methyl-2,3-dihydro-1H-pyrrolo[3,4-c]quinolin-4-yl)cyclopropane-1-carboxamide